[Fe+2].[Mn+2].[O-]P([O-])(=O)OP(=O)([O-])[O-] pyrophosphate manganese iron